5-(7-methoxy-4-(3-phenylisothiazol-4-yl)pyrido[3,2-d]pyrimidin-6-yl)-2-methylisoindolin-1-one COC1=CC=2N=CN=C(C2N=C1C=1C=C2CN(C(C2=CC1)=O)C)C=1C(=NSC1)C1=CC=CC=C1